FC1=C(C=CC=C1)[C@H](C(=O)N1CC2=NN(C=C2C1)S(=O)(=O)C1=NN(C=C1C)CC(F)(F)F)CO (2S)-2-(2-fluorophenyl)-3-hydroxy-1-{2-[4-methyl-1-(2,2,2-trifluoroethyl)pyrazol-3-ylsulfonyl]-4H,6H-pyrrolo[3,4-c]pyrazol-5-yl}propan-1-one